COC1=C(C(=O)N)C=C(C=N1)NC(C(=O)N1[C@H](CC[C@@H](C1)C)C=1C=CC2=C(N=C(S2)C2C[C@@H]3[C@@H](CN(C3)C)C2)C1)=O methoxy-5-(2-((2R,5S)-5-methyl-2-(2-((3aR,6aS)-2-methyloctahydrocyclopenta[c]pyrrol-5-yl)benzo[d]thiazol-5-yl)piperidin-1-yl)-2-oxoacetamido)nicotinamide